C(C)(C)C1=C(C=CC=C1)[C@H]1N(CCN(C1)CC=1C=C2CCC(OC2=C(C1)OC)(C)C)C1CC2(CN(C2)C2=CC=C(C(=O)N)C=C2)C1 4-(6-((R)-2-(2-isopropylphenyl)-4-((8-methoxy-2,2-dimethylchroman-6-yl)methyl)piperazin-1-yl)-2-azaspiro[3.3]heptan-2-yl)benzamide